methyl trans-4-[(4-nitrophenyl)sulfonyloxymethyl]cyclohexanecarboxylate [N+](=O)([O-])C1=CC=C(C=C1)S(=O)(=O)OC[C@@H]1CC[C@H](CC1)C(=O)OC